[Si](C)(C)(C(C)(C)C)OC[C@@]1([C@H]([C@@H]([C@@H](O1)N1C(NC(C(=C1)F)=O)=O)F)OC(C1=CC=CC=C1)(C1=CC=CC=C1)C1=CC=C(C=C1)OC)CF 1-[(2R,3S,4R,5R)-5-{[(tert-butyldimethylsilyl)oxy]methyl}-3-fluoro-5-(fluoromethyl)-4-[(4-methoxyphenyl)diphenylmethoxy]oxolan-2-yl]-5-fluoro-3H-pyrimidine-2,4-dione